(4-cyano-3-trifluoromethylphenyl)-1H-pyrazole-3-carboxylic acid methyl ester COC(=O)C1=NN(C=C1)C1=CC(=C(C=C1)C#N)C(F)(F)F